6,8-dibromo-N-[1-[3-(1,2,4-thiadiazol-3-yl)pyrazin-2-yl]ethyl]quinazolin-4-amine BrC=1C=C2C(=NC=NC2=C(C1)Br)NC(C)C1=NC=CN=C1C1=NSC=N1